N-hexyl-N',N'-dipropylurea C(CCCCC)NC(=O)N(CCC)CCC